BrC=1C=C(C=CC1N1CC(NCC1)(C)C)C=1C(=C(C(=O)N)C=CC1)NC1=CC=C(C=C1)C (3-bromo-4-(3,3-dimethylpiperazin-1-yl)phenyl)-2-(p-tolylamino)benzamide